nickel-silver-gold [Au].[Ag].[Ni]